3-((S)-3-((R)-8-(5-(4-(aminomethyl)phenyl)pyridin-3-ylsulfonyl)-1-oxa-8-azaspiro[4.5]dec-3-ylamino)-2-hydroxypropoxy)-N-methylbenzenesulfonamide NCC1=CC=C(C=C1)C=1C=C(C=NC1)S(=O)(=O)N1CCC2(C[C@H](CO2)NC[C@@H](COC=2C=C(C=CC2)S(=O)(=O)NC)O)CC1